4-chloro-3-[5-(2,6-difluorophenyl)-4-methyl-1,2,4-triazol-3-yl]phenol ClC1=C(C=C(C=C1)O)C1=NN=C(N1C)C1=C(C=CC=C1F)F